N1C(=NC=C1)\C=C\1/C(NC2=CC=C(C=C12)NCC1=CC(=CC(=C1)F)F)=O (Z)-3-((1H-imidazol-2-yl)methylene)-5-((3,5-difluorobenzyl)amino)indolin-2-one